[(3aS,7aS)-3a-(3,4-dimethoxyphenyl)-1-methyl-3,4,5,7a-tetrahydro-2H-indol-6-yl]propanoate COC=1C=C(C=CC1OC)[C@@]12CCN([C@H]2C=C(CC1)OC(CC)=O)C